N1CCC=CC1 3,6-Dihydro-2H-pyridine